7-((5-(3-((dimethyl-amino)methyl)-3-hydroxypiperidin-1-yl)pyridin-2-yl)amino)-4-(7-fluoro-imidazo[1,2-a]pyridin-3-yl)isoindolin-1-one CN(C)CC1(CN(CCC1)C=1C=CC(=NC1)NC=1C=CC(=C2CNC(C12)=O)C1=CN=C2N1C=CC(=C2)F)O